O=C1N(CCC(N1)=O)C1=NN(C2=CC(=C(C=C12)F)C=1CCN(CC1)[C@@H]1CC[C@H](CC1)C(=O)OC(C)(C)C)C trans-tert-butyl (1r,4r)-4-(4-(3-(2,4-dioxotetrahydropyrimidin-1(2H)-yl)-5-fluoro-1-methyl-1H-indazol-6-yl)-3,6-dihydropyridin-1(2H)-yl)cyclohexane-1-carboxylate